rel-(1R,2S)-2-aminocyclopentan-1-ol hydrochloride Cl.N[C@@H]1[C@@H](CCC1)O |o1:2,3|